N[C@H]1C(N(CCC1)CC1=CC(=C(C=C1)Cl)Cl)=O (R)-3-amino-1-(3,4-dichlorobenzyl)piperidin-2-one